1-(3-chloro-2-fluorobenzyl)-4-((6-((4,5-dimethyl-1H-pyrazol-3-yl)-amino)-3-fluoropyridin-2-yl)-methyl)-2-methylpiperidine-4-carboxylic acid ClC=1C(=C(CN2C(CC(CC2)(C(=O)O)CC2=NC(=CC=C2F)NC2=NNC(=C2C)C)C)C=CC1)F